3-chloro-2,6-difluoro-N-(6-fluoro-2-pyridyl)-4-[3-methyl-3-[1,5,5-trimethylpyrrolidin-2-yl]pyrrolidin-1-yl]benzenesulfonamide ClC=1C(=C(C(=CC1N1CC(CC1)(C1N(C(CC1)(C)C)C)C)F)S(=O)(=O)NC1=NC(=CC=C1)F)F